OC1=NC(=CC(=N1)N)C 2-hydroxy-4-amino-6-methylpyrimidine